FC(C1=C(CN2CC=3C(CC2)=NN(C3C3=CC(=C(C=C3F)NC=O)F)C3=C(C=CC=C3CC)CC)C=CC(=C1)C(F)(F)F)(F)F N-(4-(5-(2,4-bis(trifluoromethyl)benzyl)-2-(2,6-diethylphenyl)-4,5,6,7-tetrahydro-2H-pyrazolo[4,3-c]pyridin-3-yl)-2,5-difluorophenyl)carboxamide